O1N=CC2=C1C=CC=C2N2N=CC(=C2C(F)(F)F)C(=O)NC2=CC(=NC=C2)C(F)(F)F 1-(benzo[d]isoxazol-4-yl)-5-(trifluoromethyl)-N-(2-(trifluoromethyl)pyridin-4-yl)-1H-pyrazole-4-carboxamide